(3-triethoxysilylpropyl)-succinic anhydride C(C)O[Si](CCCC1C(=O)OC(C1)=O)(OCC)OCC